ClC1=CC=C(C=N1)OC=1C=CC(=C2C=CC=NC12)CNC(C=C)=O N-([8-{(6-Chloropyridin-3-yl)oxy}quinolin-5-yl]methyl)acrylamide